8,8'-((4-hydroxy-tetrahydrofuran-3-yl)azanediyl)bis-(N,N-didecyloctan-amide) OC1C(COC1)N(CCCCCCCC(=O)N(CCCCCCCCCC)CCCCCCCCCC)CCCCCCCC(=O)N(CCCCCCCCCC)CCCCCCCCCC